3-((3-(3-Chloro-4-(2-chloro-3-(6-methoxy-5-((methylamino)methyl)pyridin-2-yl)phenyl)pyridin-2-yl)-5-methoxybenzyl)amino)propanoic acid ClC=1C(=NC=CC1C1=C(C(=CC=C1)C1=NC(=C(C=C1)CNC)OC)Cl)C=1C=C(CNCCC(=O)O)C=C(C1)OC